NC=1C(=NC(=C(C1C)C(F)F)C)C(=O)OC methyl 3-amino-5-(difluoromethyl)-4,6-dimethylpicolinate